CC1(NC(CC(C1)C(C(=O)O)(CCCCCCCC(=O)O)C1CC(NC(C1)(C)C)(C)C)(C)C)C bis(2,2,6,6-tetramethyl-4-piperidinyl)sebacic acid